4-(2,5-dimethylpyridin-4-yl)-3-fluoroaniline CC1=NC=C(C(=C1)C1=C(C=C(N)C=C1)F)C